2-(3,6-diazabicyclo[3.1.1]heptan-3-yl)-4-(difluoro-methoxy)-7-(thiazol-2-yl)benzo[d]oxazole C12CN(CC(N1)C2)C=2OC1=C(N2)C(=CC=C1C=1SC=CN1)OC(F)F